FC=1C(=C(C(=O)OCC)C=C(C1)NC(=O)C1(CC1)C1=C(C=C(C=C1)C(F)(F)F)F)C1=CC=C2C=NN(C2=C1)C Ethyl 3-fluoro-5-[({1-[2-fluoro-4-(trifluoromethyl) phenyl]cyclopropyl} carbonyl)amino]-2-(1-methyl-1H-indazol-6-yl)benzoate